[I-].[I-].C1(CCC(CC1)[NH+]1CCCC1)[NH+]1CCCC1 1,1'-(1,4-cyclohexandiyl)dipyrrolidinium diiodide